BrC=1C=C(C(=NC1)C=1C=NC(=C(C1)C)C1=C(C=CC=C1)OCCC)\C=C\C1=CC=CC=C1 (E)-5-bromo-6'-(2-propoxyphenyl)-5'-methyl-3-styryl-2,3'-bipyridine